S(=O)(=O)(O)O.O=C(C(C)[Li])OCC#C 1-oxo-1-(2-propynyloxy)propane-2-yl-lithium sulfate